2-(6-(4-(4-(6-((2-(2,6-dioxopiperidin-3-yl)-1-oxoisoindolin-4-yl)thio)hexyl)piperazin-1-yl)piperidin-1-yl)-1-oxoisoindolin-2-yl)-2-(5-fluoro-2-hydroxyphenyl)-N-(thiazol-2-yl)acetamide O=C1NC(CCC1N1C(C2=CC=CC(=C2C1)SCCCCCCN1CCN(CC1)C1CCN(CC1)C1=CC=C2CN(C(C2=C1)=O)C(C(=O)NC=1SC=CN1)C1=C(C=CC(=C1)F)O)=O)=O